COC=1C=C(CN(C=2SC=C(N2)COCCOCCOCCO)CC2=CC(=CC=C2)OC)C=CC1 2-(2-(2-((2-(bis(3-methoxybenzyl)amino)thiazol-4-yl)methoxy)ethoxy)ethoxy)ethanol